N-benzyl-2-(6-chloro-2-methoxypyridin-3-yl)-4,5-dimethoxybenzenesulfonamide C(C1=CC=CC=C1)NS(=O)(=O)C1=C(C=C(C(=C1)OC)OC)C=1C(=NC(=CC1)Cl)OC